C(C1=CC=CC=C1)N(C(=O)N1[C@H]2[C@H](N(C[C@@H]1CC2)C(N(C2=C(C=CC=C2)OC)C2=C(C=CC=C2)OC)=O)C(=O)O)C (1R,2S,5S)-8-(benzyl(methyl)carbamoyl)-3-(bis(2-methoxylphenyl)carbamoyl)-3,8-diazabicyclo[3.2.1]octane-2-carboxylic acid